ClC1=C(C=2C(C3=CC=CC=C3C(C2C=C1)=O)=O)Cl dichloro-9,10-anthraquinone